methylpyrimidine-5-sulfonamide CC1=NC=C(C=N1)S(=O)(=O)N